C1(CCCCC1)CCC(=O)N(C)OC 3-cyclohexyl-N-methoxy-N-methylpropanamide